4,4'-diamino-2,5,2',5'-tetrafluorobiphenyl NC1=CC(=C(C=C1F)C1=C(C=C(C(=C1)F)N)F)F